1-isopropyl-3-(1-methyl-1H-pyrazol-3-yl)-2,4-dioxo-1,2,3,4-tetrahydropyrimidine-5-carboxamide C(C)(C)N1C(N(C(C(=C1)C(=O)N)=O)C1=NN(C=C1)C)=O